4-(2,3-Dichlorophenyl)-2-(3-thienylmethyl)imidazole ClC1=C(C=CC=C1Cl)C=1N=C(NC1)CC1=CSC=C1